tert-butyl 4-[(1R)-1-[4-[4-[(2,6-dioxo-3-piperidyl) amino]-2,6-difluoro-phenyl]piperazin-1-yl]ethyl]piperidine-1-carboxylate O=C1NC(CCC1NC1=CC(=C(C(=C1)F)N1CCN(CC1)[C@H](C)C1CCN(CC1)C(=O)OC(C)(C)C)F)=O